FC(C(=O)O)(F)F.C1N(CC12CNC2)C2=CC=C(C=C2)C2=CC1=C(N(C(N1C)=O)C1C(NC(CC1)=O)=O)C=C2 3-[5-(4-{2,6-Diazaspiro[3.3]heptan-2-yl}phenyl)-3-methyl-2-oxo-1,3-benzodiazol-1-yl]piperidine-2,6-dione trifluoroacetate